2-(4-fluorophenyl)-3-(4-methoxyphenyl)maleonitrile FC1=CC=C(C=C1)/C(/C#N)=C(/C#N)\C1=CC=C(C=C1)OC